ClC=1SC(=CN1)S(=O)(=O)N1CCC(CC1)C=1C(=CC=2N(C1)N=CN2)C(F)F 2-chloro-5-((4-(7-(difluoromethyl)-[1,2,4]triazolo[1,5-a]pyridin-6-yl)piperidin-1-yl)sulfonyl)thiazole